N1=CC=C(C=C1)C=1N=C(C2=C(N1)C=NC=C2)N2CCC1(CCN(C1)CCS(=O)(=O)N)CC2 2-(8-(2-(pyridin-4-yl)pyrido[3,4-d]pyrimidin-4-yl)-2,8-diazaspiro[4.5]decan-2-yl)ethanesulfonamide